C(C)(=O)C1=C(C2=C(N=C(N=C2)NC2=NC=C(C=C2)N2CCN(CC2)C2=CC=C(C=C2)CO)N(C1=O)C1CCCC1)C 6-acetyl-8-cyclopentyl-2-((5-(4-(4-(hydroxymethyl)phenyl)-piperazin-1-yl)pyridin-2-yl)amino)-5-methylpyrido[2,3-d]pyrimidin-7(8H)-one